6-bromo-7-fluoro-2-methyl-2H-indazole BrC=1C=CC2=CN(N=C2C1F)C